1-(9-bromo-5-(piperidin-1-yl)-2-(pyrazin-2-yl)-[1,2,4]triazolo[1,5-c]quinazolin-7-yl)ethan-1-one BrC1=CC=2C=3N(C(=NC2C(=C1)C(C)=O)N1CCCCC1)N=C(N3)C3=NC=CN=C3